COCCN1C(C=C(C=C1C)B(O)O)=O (1-(2-methoxyethyl)-6-methyl-2-oxo-1,2-dihydropyridin-4-yl)boronic acid